5-(2-(((1-fluorocyclohexyl)methyl)amino)-7H-pyrrolo[2,3-d]pyrimidin-5-yl)-N-(trans-4-methoxycyclohexyl)pyrazolo[1,5-a]pyridine-3-carboxamide FC1(CCCCC1)CNC=1N=CC2=C(N1)NC=C2C2=CC=1N(C=C2)N=CC1C(=O)N[C@@H]1CC[C@H](CC1)OC